FC(CCC=1N=CC2=C(N1)NC=C2C=2C=CC=1N(C2)N=CN1)(F)F 6-(2-(3,3,3-trifluoropropyl)-7H-pyrrolo[2,3-d]pyrimidin-5-yl)-[1,2,4]triazolo[1,5-a]pyridine